(1-((4-(cyclopropylamino)-3,4-dioxo-1-(2-oxopyrrolidin-3-yl)butan-2-yl)amino)-4-methyl-1-oxopentan-2-yl)carbamic acid 2-(3-chlorophenyl)-1-(4-chlorophenyl)-2-methylpropyl ester ClC=1C=C(C=CC1)C(C(C1=CC=C(C=C1)Cl)OC(NC(C(=O)NC(CC1C(NCC1)=O)C(C(=O)NC1CC1)=O)CC(C)C)=O)(C)C